3-Butenenitrile C(CC=C)#N